3-(1-oxo-5-(((1S,2R)-2-((pyrazolo[1,5-a]pyrimidin-6-ylmethyl)amino)cyclohexyl)oxy)isoindolin-2-yl)piperidine-2,6-dione O=C1N(CC2=CC(=CC=C12)O[C@@H]1[C@@H](CCCC1)NCC=1C=NC=2N(C1)N=CC2)C2C(NC(CC2)=O)=O